C1(C(C=CCCC1)=O)=O cycloheptenedione